1-(4,5-dichloropyridin-2-yl)piperazine ClC1=CC(=NC=C1Cl)N1CCNCC1